[Na+].N1(CCNCCNCC1)CC=1C=C(C=CC1O)S(=O)(=O)[O-] 3-((1,4,7-triazonan-1-yl)methyl)-4-hydroxybenzenesulfonate sodium salt